(R,E)-N-((5-chloro-6-(trifluoromethyl)pyridin-2-yl)methylene)-2-methylpropane-2-sulfinamide ClC=1C=CC(=NC1C(F)(F)F)\C=N\[S@](=O)C(C)(C)C